C(C)(C)(C)OC(NCCOC1=CC2=C(N=C(S2)N)C(=C1)Cl)=O 2-(2-amino-4-chlorobenzo[d]thiazol-6-yloxy)ethylcarbamic acid tert-butyl ester